C1(CC1)C1=CN=C(S1)C1=CC=C(C=N1)C1CCN(CC1)C(=O)C=1C=C(C(=C(C=O)C1)O)F 5-(4-(6-(5-cyclopropylthiazol-2-yl)pyridin-3-yl)piperidine-1-carbonyl)-3-fluoro-2-hydroxybenzaldehyde